4-amino-N-((6-bromo-3-pyridazinyl)methyl)-N-(2-methylpropyl)-1,3-dihydrofuro[3,4-c]quinoline-8-carboxamide NC1=NC=2C=CC(=CC2C2=C1COC2)C(=O)N(CC(C)C)CC=2N=NC(=CC2)Br